3-(2-(2-(difluoromethoxy)-6-methoxypyridin-4-yl)-1-(2,3-dihydrobenzo[b][1,4]dioxin-5-yl)-4-(dimethylamino)-2-hydroxybutyl)-2-methoxyquinoline-6-carbonitrile FC(OC1=NC(=CC(=C1)C(C(C1=CC=CC=2OCCOC21)C=2C(=NC1=CC=C(C=C1C2)C#N)OC)(CCN(C)C)O)OC)F